2-[2,5-dimethyl-4-(2,2,2-trifluoro-1,1-dimethyl-ethyl)phenyl]-1H-1,7-naphthyridin-4-one CC1=C(C=C(C(=C1)C(C(F)(F)F)(C)C)C)C=1NC2=CN=CC=C2C(C1)=O